CCONOCC bis(2-ethoxy)amine